NCCCC1=CN(C(O1)=O)[C@@H](C)C=1C=CC=C2C(=C(NC12)C(=O)O)C1=CC(=C(C=C1)CS(=O)(=O)C)F (S)-7-(1-(5-(3-aminopropyl)-2-oxooxazol-3(2H)-yl)ethyl)-3-(3-fluoro-4-((methylsulfonyl)methyl)phenyl)-1H-indole-2-carboxylic acid